The molecule is an O-acyl-L-carnitine in which the acyl group is specified as glutaroyl. It has a role as a human metabolite. It derives from a glutaric acid. C[N+](C)(C)C[C@@H](CC(=O)[O-])OC(=O)CCCC(=O)O